Benzyl-Dimethyltetradecyl-Ammonium Chloride [Cl-].C(C1=CC=CC=C1)[N+](CCCCCCCCCCCCCC)(C)C